(E)-2-(2-(1H-indol-2-yl)vinyl)-1-methyl-4-((2-(piperidin-1-yl)ethyl)amino)quinolin-1-ium N1C(=CC2=CC=CC=C12)/C=C/C1=[N+](C2=CC=CC=C2C(=C1)NCCN1CCCCC1)C